N(=C=O)CCCCN=C=O 1,4-diisocyanaton-butane